titanium (IV) propane CCC.[Ti+4]